ClC=1C(=NN2C1C=C(C=C2)OC2=NC=CN=C2OCC(F)(F)F)C(=O)NC2(CCS(CC2)(=O)=O)C 3-Chloro-N-(4-methyl-1,1-dioxidotetrahydro-2H-thiopyran-4-yl)-5-((3-(2,2,2-trifluoroethoxy)pyrazin-2-yl)oxy)pyrazolo[1,5-a]pyridine-2-carboxamide